O.OC1[C@H](O)[C@@H](O)[C@H](O[C@H]2[C@H](O)[C@@H](O)[C@@H](O)[C@H](O2)CO)[C@H](O1)CO lactose-monohydrate